6-(4,4,5,5-tetramethyl-1,3,2-dioxaborolan-2-yl)-4-[1-[5-(trifluoromethyl)-3-pyridyl]ethoxy]pyrazolo[1,5-a]pyridine-3-carbonitrile CC1(OB(OC1(C)C)C=1C=C(C=2N(C1)N=CC2C#N)OC(C)C=2C=NC=C(C2)C(F)(F)F)C